NC1=NC=C2NN=NC2=N1 8-aza-2-amino-purine